C1(=CC=CC=C1)C1=C(N=C(N=N1)C1=NC=CC=C1)NCC1=CC(=C(C=C1)C1=CC=CC=C1)F 6-phenyl-N-[(4-phenyl-(3-fluorophenyl))methyl]-3-pyridin-2-yl-1,2,4-triazin-5-amine